COC(=O)C1=C(C=CN1)C(=O)OC(C)(C)C pyrrole-4,5-dicarboxylic acid 4-tert-butyl 5-methyl ester